5-methylthiazolo[5,4-d]pyrimidin-7-yl 4-methylbenzenesulfonate CC1=CC=C(C=C1)S(=O)(=O)OC=1C2=C(N=C(N1)C)SC=N2